C12(CC3CC(CC(C1)C3)C2)CNC2=CC(=NC(=N2)N)N2CCC3(C[C@H](NC3)C(=O)O)CC2 (3S)-8-(6-(((3S,5S)-adamantan-1-ylmethyl)amino)-2-aminopyrimidin-4-yl)-2,8-diazaspiro[4.5]decane-3-carboxylic acid